1-(3-(tert-butyl)-1-phenyl-1H-1,2,4-triazol-5-yl)-3-(2-fluoro-4-((3-oxo-3,4-dihydropyrido[2,3-b]pyrazin-8-yl)oxy)phenyl)urea C(C)(C)(C)C1=NN(C(=N1)NC(=O)NC1=C(C=C(C=C1)OC1=CC=NC=2NC(C=NC21)=O)F)C2=CC=CC=C2